BrC=1C=NN(C1)C1=CC(=NC=C1)NC(OC(C)(C)C)=O tert-butyl (4-(4-bromo-1H-pyrazol-1-yl)pyridin-2-yl)carbamate